C12(CC3CC(CC(C1)C3)C2)CCN2C3CN(CC2C3)C3=C2C(N(C(=NC2=CC=C3)C)C3C(NC(CC3)=O)=O)=O 3-(5-(6-(2-((3r,5r,7r)-adamantan-1-yl)ethyl)-3,6-diazabicyclo[3.1.1]heptan-3-yl)-2-methyl-4-oxoquinazolin-3(4H)-yl)piperidine-2,6-dione